neodymium (n-nonylphenyl)((2-ethylhexyl)phosphonate) C(CCCCCCCC)C1=C(C=CC=C1)C(C(CCCC)CC)P([O-])([O-])=O.[Nd+3].C(CCCCCCCC)C1=C(C=CC=C1)C(C(CCCC)CC)P([O-])([O-])=O.C(CCCCCCCC)C1=C(C=CC=C1)C(C(CCCC)CC)P([O-])([O-])=O.[Nd+3]